ethyl-(2-hydroxy-4-methylphenyl)glycine C(C)N(CC(=O)O)C1=C(C=C(C=C1)C)O